4-[4-(2-{[5-chloro-1-(2,2-difluorocyclopropyl)-1H-pyrazol-4-yl]amino}-6-methylquinazolin-7-yl)piperidin-1-yl]oxolan-3-ol ClC1=C(C=NN1C1C(C1)(F)F)NC1=NC2=CC(=C(C=C2C=N1)C)C1CCN(CC1)C1C(COC1)O